C12(CC(C1)C2)C[C@H](COC2=NC(=NC(=C2)C2=C(C=CC=C2C)C)NS(=O)(=O)C=2C=C(C(=O)O)C=CC2)NCC=2N=C1C(=NC2)OC(=C1C)C(C)C 3-[[4-[(2R)-3-(1-Bicyclo[1.1.1]pentanyl)-2-[(6-isopropyl-7-methyl-furo[2,3-b]pyrazin-2-yl)methylamino]propoxy]-6-(2,6-dimethylphenyl)pyrimidin-2-yl]sulfamoyl]benzoic acid